methyl-6-methylpyridin-2(1H)-one CN1C(C=CC=C1C)=O